Ethyl 2-(4-((4-(4-bromophenyl)-5-oxo-4,5-dihydro-1H-1,2,4-triazol-1-yl)methyl)-2,6-dimethylphenoxy)-2-methylpropionate BrC1=CC=C(C=C1)N1C=NN(C1=O)CC1=CC(=C(OC(C(=O)OCC)(C)C)C(=C1)C)C